C(C)OP(=O)([O-])[O-].[Br-].C(CCC)[N+](CCCC)(CCCC)CCCC.C(CCC)[N+](CCCC)(CCCC)CCCC.C(CCC)[N+](CCCC)(CCCC)CCCC tetrabutylammonium bromide ethylphosphate